7-hydroxymyristoleic acid OC(CCCCCC(=O)O)C\C=C/CCCC